(R)-tert-butyl 2-(5-(3-cyano-6-ethoxypyrazolo[1,5-a]pyridin-4-yl) pyridin-2-yl)-2,7-diazaspiro[4.5]decane-7-carboxylate C(#N)C=1C=NN2C1C(=CC(=C2)OCC)C=2C=CC(=NC2)N2C[C@@]1(CC2)CN(CCC1)C(=O)OC(C)(C)C